N1(C=NC=C1)CC1=CC(=C2CCN(C(C2=C1)=O)C1=CC=NC2=C(N=C(C=C12)CC)C(=O)NC)C=1C(=NN(C1)C)C(F)(F)F 4-(7-((1H-imidazol-1-yl)methyl)-5-(1-methyl-3-(trifluoromethyl)-1H-pyrazol-4-yl)-1-oxo-3,4-dihydroisoquinolin-2(1H)-yl)-6-ethyl-N-methyl-1,7-naphthyridine-8-carboxamide